ethyl 5-[(2-fluorophenyl)methoxy]-4-(methoxymethyl)-9H-pyrido[3,4-b]indole-3-carboxylate FC1=C(C=CC=C1)COC1=C2C3=C(NC2=CC=C1)C=NC(=C3COC)C(=O)OCC